2-(4-cyclopropyl-6-(difluoromethoxy)pyrimidin-5-yl)-N-(4-(1-ethyl-4-(trifluoromethyl)-1H-imidazol-2-yl)phenyl)-4,5,6,7-tetrahydropyrazolo[1,5-a]pyridin-4-amine C1(CC1)C1=NC=NC(=C1C1=NN2C(C(CCC2)NC2=CC=C(C=C2)C=2N(C=C(N2)C(F)(F)F)CC)=C1)OC(F)F